CN(C(=O)C=1CCOCC1C1=C(C2=C(NC(=N2)[C@@H](NC(=O)C=2N(N=CC2)CC)C2CCC(CC2)C)C=C1)F)C N-[(S)-{5-[4-(dimethylcarbamoyl)-3,6-dihydro-2H-pyran-5-yl]-4-fluoro-1H-benzimidazol-2-yl}(4-methylcyclohexyl)methyl]-2-ethylpyrazole-3-carboxamide